6-fluoro-4-methoxy-2-(5-oxazolyl)-5-(trifluoromethyl)pyrimidine FC1=C(C(=NC(=N1)C1=CN=CO1)OC)C(F)(F)F